C(C)(C)(C)OC(=O)N1C2C(C2CCC1)(F)Br tert-butyl-7-bromo-7-fluoro-2-azabicyclo[4.1.0]heptane-2-carboxylate